(2-(benzo[c][1,2,5]oxadiazol-5-ylmethoxy)-5-chloro-4-((2-fluoro-3'-(4-morpholinobutoxy)-[1,1'-biphenyl]-3-yl)methoxy)benzyl)-D-serine ethyl ester C(C)OC([C@H](NCC1=C(C=C(C(=C1)Cl)OCC=1C(=C(C=CC1)C1=CC(=CC=C1)OCCCCN1CCOCC1)F)OCC1=CC=2C(=NON2)C=C1)CO)=O